ClC1=C(C=C(C=N1)O)F 6-chloro-5-fluoropyridin-3-ol